FC1([C@H](C=2C(=CN(C2CC1)C=1C=C(C(C#N)=CC1)C#N)C(C(F)(F)F)(F)F)O)F (S)-4-(5,5-difluoro-4-hydroxy-3-(perfluoroethyl)-4,5,6,7-tetrahydro-1H-indol-1-yl)phthalonitrile